6-Acetyl-3-methylquinazolin-4-one C(C)(=O)C=1C=C2C(N(C=NC2=CC1)C)=O